12-hydroxystearate OC(CCCCCCCCCCC(=O)[O-])CCCCCC